NC1=C(C=C(C=N1)C1=CC=C(C=C1)NS(=O)(=O)CCN(CC)CC)OC(C)C1=C(C(=CC=C1F)F)Cl 2-diethylamino-ethanesulfonic acid (4-{6-amino-5-[1-(2-chloro-3,6-difluoro-phenyl)-ethoxy]-pyridin-3-yl}-phenyl)-amide